The molecule is a 3-hydroxyacyl-CoA that results from the formal condensation of the thiol group of coenzyme A with the carboxy group of 3-hydroxy-3-phenylpropionic acid. It derives from a 3-hydroxy-3-phenylpropionic acid. It is a conjugate base of a 3-hydroxy-3-phenylpropionyl-CoA(4-). CC(C)(COP(=O)(O)OP(=O)(O)OC[C@@H]1[C@H]([C@H]([C@@H](O1)N2C=NC3=C(N=CN=C32)N)O)OP(=O)(O)O)[C@H](C(=O)NCCC(=O)NCCSC(=O)CC(C4=CC=CC=C4)O)O